FC1=C(C=CC(=C1)F)C1=CN=C(N1)[C@H](C)NC([C@H](CC(=O)N1[C@H](CCCC1)C)NS(=O)(=O)CCC(C)C)=O (2S)-N-[(1S)-1-[5-(2,4-difluorophenyl)-1H-imidazol-2-yl]ethyl]-2-(isopentylsulfonylamino)-4-[(2S)-2-methyl-1-piperidyl]-4-oxo-butanamide